5-[2-(4-amino-1-piperidyl)pyrimidin-5-yl]-3-[3-[[ethyl(methyl)sulfamoyl]amino]-2,6-difluoro-benzoyl]-1H-pyrrolo[2,3-b]pyridine NC1CCN(CC1)C1=NC=C(C=N1)C=1C=C2C(=NC1)NC=C2C(C2=C(C(=CC=C2F)NS(N(C)CC)(=O)=O)F)=O